(3R,5S)-1-[6-chloro-3-(difluoromethyl)-2-pyridyl]-5-methyl-pyrrolidine-3-carbonitrile ClC1=CC=C(C(=N1)N1C[C@@H](C[C@@H]1C)C#N)C(F)F